3-chloro-1-[(4-methylphenyl)methyl]-1,2,4-triazole ClC1=NN(C=N1)CC1=CC=C(C=C1)C